CS(=O)(=O)O[C@@H]1[C@@H]([C@@H]2CC[C@H](C1)O2)OCC2=CC=CC=C2 |r| (1S*,2R*,3S*,5R*)-(±)-2-(benzyloxy)-8-oxabicyclo[3.2.1]octan-3-yl methanesulfonate